(3,4-dihydroxyphenyl)lactic acid C1=CC(=C(C=C1CC(C(=O)O)O)O)O